1-chloro-1,1,2,4,4,4-hexafluoro-2-butene ClC(C(=CC(F)(F)F)F)(F)F